N-methyl-5-(1-methyl-1H-imidazol-4-yl)-6-((3-(pentafluoro-λ6-sulfanyl)benzyl)amino)pyridine-3-sulfonamide CNS(=O)(=O)C=1C=NC(=C(C1)C=1N=CN(C1)C)NCC1=CC(=CC=C1)S(F)(F)(F)(F)F